COC(=O)C=1C=C2C(=NC1)C=C(N2)CN(CC2CCC2)C(=O)OC(C)(C)C 2-[[tert-Butoxycarbonyl-(cyclobutylmethyl)amino]methyl]-1H-pyrrolo[3,2-b]pyridine-6-carboxylic acid methyl ester